5-(((2-aminoethyl)amino)methyl)-N-(2'-chloro-3'-(5-(((2-hydroxyethyl)amino)methyl)picolinamido)-2-methyl-[1,1'-biphenyl]-3-yl)picolinamide NCCNCC=1C=CC(=NC1)C(=O)NC=1C(=C(C=CC1)C1=C(C(=CC=C1)NC(C1=NC=C(C=C1)CNCCO)=O)Cl)C